ClC=1C=CC=C2C3(C(N(C12)C1=CC=C(C=C1)C[C@@H](C(=O)O)NC(C1=C(C=C(C=C1Cl)Cl)Cl)=O)=O)CC3 (S)-3-(4-(7'-chloro-2'-oxospiro[cyclopropane-1,3'-indolin]-1'-yl)phenyl)-2-(2,4,6-trichlorobenzoylamino)propionic acid